ClC=1C=C(C(=NC1)OC1=CC=C(C=C1)C=1C(N(C=CC1)CC(CC(=O)OCC)=O)=O)F ethyl 4-(3-(4-((5-chloro-3-fluoropyridin-2-yl) oxy) phenyl)-2-oxopyridin-1(2H)-yl)-3-oxobutanoate